N[C@@H]1CN(CC1)CC1=CC=2C(=CN=C(C2C2=CC(=C(C#N)C=C2)F)C2=C(C=C(C=C2)OC)F)N1C (S)-4-(2-((3-aminopyrrolidin-1-yl)methyl)-5-(2-fluoro-4-methoxy-phenyl)-1-methyl-1H-pyrrolo[2,3-c]pyridin-4-yl)-2-fluorobenzonitrile